hydroxyl phosphonate P(OO)([O-])=O